ClC1=CC=C(C=C1)N1N(C(C=C1)=O)CC1=CC=C(C=C1)C1=NOC(=N1)C(F)(F)F 1-(4-chlorophenyl)-2-[[4-[5-(trifluoromethyl)-1,2,4-oxadiazol-3-yl]phenyl]methyl]pyrazol-3-one